ClC1=C(C=CC(=C1)Cl)[C@]1(OC[C@H](O1)COC1=CC=C(C=C1)N1CCN(CC1)C1=CC=C(C=C1)NC(C1=C(C=CC=C1)O)=O)C N-(4-(4-(4-(((2S,4R)-2-(2,4-dichlorophenyl)-2-methyl-1,3-dioxolan-4-yl)methoxy)phenyl)piperazin-1-yl)phenyl)-2-hydroxybenzamide